O=CC(CC)NC(OC(C)(C)C)=O tert-butyl (1-oxobutan-2-yl)carbamate